N-(4-(2-(7,8-Dimethyl-[1,2,4]triazolo[4,3-a]pyridin-6-yl)-3-isopropyl-1H-indol-5-yl)cyclohexyl)oxetan-3-amin CC1=C(C=2N(C=C1C=1NC3=CC=C(C=C3C1C(C)C)C1CCC(CC1)NC1COC1)C=NN2)C